2-chloro-6-cyclopropyl-7-(6-isopropylpyridin-2-yl)-7H-pyrrolo[2,3-d]pyrimidine ClC=1N=CC2=C(N1)N(C(=C2)C2CC2)C2=NC(=CC=C2)C(C)C